(4R)-3,3-difluoro-N-{5-fluoro-7-isopropyl-pyrrolo[2,1-f][1,2,4]triazin-2-yl}piperidin-4-amine FC1(CNCC[C@H]1NC1=NN2C(C=N1)=C(C=C2C(C)C)F)F